tert-butyl (1S,4S)-5-(4-amino-3-cyclopropylphenyl)-2,5-diazabicyclo[2.2.1]heptane-2-carboxylate NC1=C(C=C(C=C1)N1[C@@H]2CN([C@H](C1)C2)C(=O)OC(C)(C)C)C2CC2